methyl-1,2,3,4-tetrahydro-[1,4]oxazepino[2,3-c]quinolin-6(7H)-one CN1CCCOC=2C(NC=3C=CC=CC3C21)=O